CC1=C(C(=CC=C1)C)C1=NC=2NS(C=3C=CC=C(C(N([C@@H](COC(=C1)N2)CC(C)C)CCC2CCNCC2)=O)C3)(=O)=O (11R)-6-(2,6-dimethylphenyl)-11-isobutyl-2,2-dioxo-12-[2-(4-piperidyl)ethyl]-9-oxa-2λ6-thia-3,5,12,19-tetrazatricyclo[12.3.1.14,8]nonadeca-1(18),4(19),5,7,14,16-hexaen-13-one